methyl-2-chloro-6-(3,5-dichlorophenyl)-3-fluoroisonicotinic acid CC1=C(N=C(C(=C1C(=O)O)F)Cl)C1=CC(=CC(=C1)Cl)Cl